2-chloro-4-[2,5-difluoro-4-(trifluoromethyl)phenyl]-6,7-dimethyl-pteridine ClC1=NC2=NC(=C(N=C2C(=N1)C1=C(C=C(C(=C1)F)C(F)(F)F)F)C)C